COC1=NC2=CC=C(C=C2C=C1)C=1C2=C(C=NC1)[C@@H](CO2)NC(CC)=O (S)-N-(7-(2-methoxyquinolin-6-yl)-2,3-dihydrofuro[3,2-c]pyridin-3-yl)propanamide